C1(=CC=CC=C1)S(=O)(=O)NC=1C=C(C=CC1)CCCCCOC1=C(C=CC=C1)CCC(=O)O 3-[2-[5-[3-(phenylsulfonylamino)phenyl]pentoxy]phenyl]propanoic acid